1,1,1-tri(glycidyloxymethyl)ethane C(C1CO1)OCC(C)(COCC1CO1)COCC1CO1